C(C)(C)(C)OC(=O)N1C[C@@H](N(CC1)C=1C2=C(N=CN1)N(C=C2N(C)C)C2=NC=CC(=C2)Cl)C (S)-4-(7-(4-Chloropyridin-2-yl)-5-(dimethylamino)-7H-pyrrolo[2,3-d]pyrimidin-4-yl)-3-methylpiperazine-1-carboxylic acid tert-butyl ester